C(CCCCCCC)[SiH2]CCCCCN1C=CC=C1 1-(5-(octylsilyl)pentyl)-1H-pyrrole